NC1=NC(=NC=2N1N=C(N2)C=2OC=CC2)NCCCC(=O)O 4-((7-Amino-2-(furan-2-yl)-[1,2,4]triazolo[1,5-a][1,3,5]triazin-5-yl)amino)butanoic acid